ClC=1C=CC(=C(C1)C(CO)(C)NC1=NC2=C(N1)C=CC=C2CN2C(OC=C2)=N)F (+)-2-(5-chloro-2-fluorophenyl)-2-({4-[(2-imino-2,3-dihydro-1,3-oxazol-3-yl)methyl]-1H-1,3-benzodiazol-2-yl}amino)propan-1-ol